OC(=O)C(F)(F)F.ONC(C1=CC=C(C=C1)CCCN1CC(C1)CNC1C(C1)C1=CC=C(C=C1)C=1C=NN(C1)C)=O N-hydroxy-4-(3-(3-(((2-(4-(1-methyl-1H-pyrazol-4-yl)phenyl)cyclopropyl)amino)methyl)azetidin-1-yl)propyl)benzamide TFA Salt